F[C@@H]1CNCC[C@H]1OC1CCN(CC1)CCN1C(C(=CC=C1)CN1C(NC(CC1)=O)=O)=O 1-((1-(2-(4-(((3R,4R)-3-fluoropiperidin-4-yl)oxy)piperidin-1-yl)ethyl)-2-oxo-1,2-dihydropyridin-3-yl)methyl)dihydropyrimidine-2,4(1H,3H)-dione